8-(7-(difluoromethyl)-6-(1-methyl-1H-pyrazol-4-yl)-3,4-dihydroquinolin-1(2H)-yl)-N-Methyl-6-(1-methyl-2-oxo-1,2-dihydropyridin-4-yl)-3,4-dihydroisoquinoline-2(1H)-carboxamide FC(C1=C(C=C2CCCN(C2=C1)C=1C=C(C=C2CCN(CC12)C(=O)NC)C1=CC(N(C=C1)C)=O)C=1C=NN(C1)C)F